ClC1=C(C=C(C(=C1)F)C1=NC=C(C=C1Cl)C(F)F)C1=NOC(C1)(C(=O)OCC)C Ethyl 3-[2-chloro-5-[3-chloro-5-(difluoromethyl)-2-pyridyl]-4-fluoro-phenyl]-5-methyl-4H-isoxazole-5-carboxylate